6-(5-((4-chlorophenyl)amino)pyridin-3-yl)benzo[d]oxazol-2(3H)-one ClC1=CC=C(C=C1)NC=1C=C(C=NC1)C1=CC2=C(NC(O2)=O)C=C1